C1(=CC=CC=C1)C[SiH2]Cl Phenylmethylchlorosilane